4-(2-chloro-4-(methylsulfonyl)benzyl)-N-hydroxy-3-oxo-3,4-dihydro-2H-benzo[b][1,4]oxazine-6-carboxamide ClC1=C(CN2C3=C(OCC2=O)C=CC(=C3)C(=O)NO)C=CC(=C1)S(=O)(=O)C